NC1=NC=CC=C1C1=NC=2C(=NC(=CC2Br)N2N=CC=C2)N1C=1C=C2CC[C@@H](C2=CC1)NC(C)=O N-[(1S)-5-[2-(2-aminopyridin-3-yl)-7-bromo-5-(pyrazol-1-yl)imidazo[4,5-b]pyridin-3-yl]-2,3-dihydro-1H-inden-1-yl]acetamide